2-{4-[(3β)-cholest-5-en-3-yloxy]butoxy}-N,N-dimethyl-3-[(9Z,12Z)-octadecane-9,12-dienyloxy]propan-1-amine CC(C)CCC[C@@H](C)[C@H]1CC[C@H]2[C@@H]3CC=C4C[C@H](CC[C@]4(C)[C@H]3CC[C@]12C)OCCCCOC(CN(C)C)COCCCCCCCC\C=C/C\C=C/CCCCC